C(#C)C1CN(C1)CC#N 2-(3-Ethynylazetidin-1-yl)acetonitrile